BrC=1C(=NN2C1COC(C2)(C)C)C2=NC(=CC=C2)OC 3-Bromo-2-(6-methoxypyridin-2-yl)-6,6-dimethyl-6,7-dihydro-4H-pyrazolo[5,1-c][1,4]oxazine